cis-cyclohexadec-8-en-1-on C1(CCCCCC\C=C/CCCCCCC1)=O